4-bromobenzenesulfinic acid sodium salt [Na+].BrC1=CC=C(C=C1)S(=O)[O-]